CC1=C(C=C(C(=O)NC2=CC(=C(C=C2)CN2CCOCC2)C(F)(F)F)C=C1)C#CC=1C=NC=2N(C1)N=CC2 4-methyl-N-(4-(morpholinomethyl)-3-(trifluoromethyl)phenyl)-3-(2-(pyrazolo[1,5-a]pyrimidin-6-yl)ethynyl)benzamide